2-Amino-4-(butylamino)-6-(4-(morpholinylmethyl)benzyl)pyrimidin NC1=NC(=CC(=N1)NCCCC)CC1=CC=C(C=C1)CN1CCOCC1